4-((1H-Indazol-5-yl)ethynyl)-N-(1-(5-fluoropyridin-2-yl)ethyl)-[2,4'-bipyrimidin]-2'-amine N1N=CC2=CC(=CC=C12)C#CC1=NC(=NC=C1)C1=NC(=NC=C1)NC(C)C1=NC=C(C=C1)F